ClC1=CC=C(C=C1)C12CN(CC2C1)C(=O)C1=CN(C2=C1C(N(C=C2C)C)=O)C 3-((1-(4-chlorophenyl)-3-azabicyclo[3.1.0]hex-3-yl)carbonyl)-1,5,7-trimethyl-1,5-dihydro-4H-pyrrolo[3,2-c]pyridin-4-one